(S)-2-(2-chlorophenyl)-1-(1-(difluoromethyl)-1H-pyrazol-3-yl)ethan-1-amine ClC1=C(C=CC=C1)C[C@H](N)C1=NN(C=C1)C(F)F